ICCCNC(=O)C1=C(C(=O)O)C=CC=C1 2-((3-iodopropyl)carbamoyl)benzoic acid